CN1C(=NN=C1)C(C1CN(C1)C(=O)OC(C)(C)C)C1=CC(=CC=C1)N1C(C2=CC(=CC(=C2C1)C(F)(F)F)CNC1(CCC1)C)=O tert-butyl 3-((4-methyl-4H-1,2,4-triazol-3-yl)(3-(6-(((1-methylcyclobutyl)amino)methyl)-1-oxo-4-(trifluoromethyl)isoindolin-2-yl)phenyl)methyl)azetidine-1-carboxylate